7-(1-Benzylpiperidin-3-yl)-2-(6-methoxypyridin-2-yl)pyrazolo[1,5-a]pyrimidine C(C1=CC=CC=C1)N1CC(CCC1)C1=CC=NC=2N1N=C(C2)C2=NC(=CC=C2)OC